N-[trans-2-(difluoromethyl)-1-(hydroxymethyl)cyclopropyl]-2-methyl-5-[(pyridin-2-yl)methoxy]-2H-indazole-3-carboxamide FC([C@H]1[C@](C1)(CO)NC(=O)C=1N(N=C2C=CC(=CC12)OCC1=NC=CC=C1)C)F